ClC=1C=CC(=C(CNCC2=C(C=CC=C2)C2=CC=C(S2)S(=O)(=O)NCCC)C1)OCCC 5-(2-((5-chloro-2-propoxybenzylamino)methyl)phenyl)-N-propylthiophene-2-sulfonamide